1H-imidazo[4,5-c]Pyridine-6-carbaldehyde N1C=NC=2C=NC(=CC21)C=O